(N-[4-amino-5-[3-(2,4-dichlorophenyl)isoxazole-5-carbonyl]thiazol-2-yl]-4-fluoro-anilino)propanamide NC=1N=C(SC1C(=O)C1=CC(=NO1)C1=C(C=C(C=C1)Cl)Cl)N(C1=CC=C(C=C1)F)C(C(=O)N)C